[N+](=O)([O-])C=1C=C(C=CC1NCCSC1=CC=CC=C1)S(=O)(=O)NC(=O)C=1N=NC=CC1 N-[3-nitro-4-(2-Phenylsulfanylethylamino)Phenyl]Sulfonylpyridazine-3-Carboxamide